2-(2-fluoro-4-((2-(1-(5-(methoxymethyl)pyrimidin-2-yl)piperidin-4-yl)ethoxy)methyl)phenyl)-1-(4-((2S,3R,4R,5R)-2,3,4,5,6-pentahydroxyhexyl)piperazin-1-yl)ethan-1-one FC1=C(C=CC(=C1)COCCC1CCN(CC1)C1=NC=C(C=N1)COC)CC(=O)N1CCN(CC1)C[C@@H]([C@H]([C@@H]([C@@H](CO)O)O)O)O